CN1CCCC2=CC=C(C=C12)NC(=O)C=1C=2C[C@@H]3[C@H](C2N(N1)C1=C(C=C(C=C1)F)F)C3 (1aR,5aR)-2-(2,4-Difluoro-phenyl)-1a,2,5,5a-tetrahydro-1H-2,3-diaza-cyclopropa[a]pentalene-4-carboxylic acid (1-methyl-1,2,3,4-tetrahydro-quinolin-7-yl)-amide